butyl 2-(5-bromo-2-(methylthio)-6-oxopyrimidin-1(6H)-yl)acetate BrC1=CN=C(N(C1=O)CC(=O)OCCCC)SC